CC1=NC=NC2=C(C=C(C=C12)C=1C=CC(=NC1)OC)OCCN(C=1N=CC(CN1)=NO)C 4-methyl-6-(2-methoxy-5-pyridyl)-8-(N-methyl-N-(5-hydroximino-2-pyrimidinyl)-2-aminoethoxy)quinazoline